S(CCO)CCO 2,2'-Thiodiethanol